C1(CCCC1)N1C(C=CC(=C1)C1=NC(=NC=C1F)NC1=CC=C(C=C1)N(C)C)=O 1-cyclopentyl-5-(2-(4-(dimethylamino)phenyl)amino-5-fluoropyrimidin-4-yl)-pyridin-2(1H)-one